C(C)(C)C1=C(CC=2C(=NC(=NC2)NCC(F)(F)F)N)C=C(C(=C1)OC)OC 5-(2-Isopropyl-4,5-dimethoxy-benzyl)-N*2*-(2,2,2-trifluoro-ethyl)-pyrimidine-2,4-diamine